FC1=CC=C(C=C1)C(=O)C1=CNC=2N=C(N=C(C21)NC2CCC(CC2)CO)NC=2C(=NN(C2)C)OC (4-fluorophenyl)(4-(((1r,4r)-4-(hydroxymethyl)cyclohexyl)amino)-2-((3-methoxy-1-methyl-1H-pyrazol-4-yl)amino)-7H-pyrrolo[2,3-d]pyrimidin-5-yl)methanone